10-phenyl-10H,10'H-spiro[acridine-9,9'-anthracene]-10'-on C1(=CC=CC=C1)N1C=2C=CC=CC2C2(C3=CC=CC=C3C(C=3C=CC=CC23)=O)C2=CC=CC=C12